ethyl 6-tert-butyl-9-[2-(4-hydroxypiperidin-1-yl)thiazol-5-yl]-10-methoxy-2-oxo-6,7-dihydro-2H-pyrido[2,1-a]isoquinoline-3-carboxylate C(C)(C)(C)C1N2C(C3=CC(=C(C=C3C1)C1=CN=C(S1)N1CCC(CC1)O)OC)=CC(C(=C2)C(=O)OCC)=O